CC1(N(C[C@H](C1)CCNCC1=NC(=CC=C1)S(N)(=O)=O)C(=O)OC(C)(C)C)C tert-butyl (4S)-2,2-dimethyl-4-[2-[(6-sulfamoyl-2-pyridyl)methylamino]ethyl]pyrrolidine-1-carboxylate